C(C)(C)OC(C)=O.CC(CC)=O butanone isopropyl-acetate